N-(4-(5-(difluoromethyl)-1,3,4-oxadiazol-2-yl)benzyl)-N-(3-fluorophenyl)-6-(oxetan-3-yl)-2,6-diazaspiro[3.3]heptane-2-thioamide FC(C1=NN=C(O1)C1=CC=C(CN(C(=S)N2CC3(C2)CN(C3)C3COC3)C3=CC(=CC=C3)F)C=C1)F